C(C)OC(=O)C=1C(OC2=CC(=CC=C2C1)O)=O 7-hydroxy-2-oxo-chromene-3-carboxylic acid ethyl ester